3-(4-chlorobenzyl)-7-(2,2-difluoroethyl)-2-(methylthio)-3,7-dihydro-6h-purin-6-one ClC1=CC=C(CN2C(=NC(C=3N(C=NC23)CC(F)F)=O)SC)C=C1